Cl.Cl.ClC=1C=C2N=C3C=CC(=CC3=C(C2=CC1)NC(CCCN(CC)CC)C)OC N4-(6-chloro-2-methoxyacridin-9-yl)-N1,N1-diethylpentane-1,4-diamine dihydrochloride